C1(C(C1([2H])[2H])([2H])[2H])(N[2H])[2H] cyclopropan-1-amine-d6